4-({4-[({6-methyl-2-[methyl(methylsulfonyl)amino]pyridin-3-yl}methyl)amino]-5-(trifluoromethyl)pyrimidin-2-yl}amino)benzamide CC1=CC=C(C(=N1)N(S(=O)(=O)C)C)CNC1=NC(=NC=C1C(F)(F)F)NC1=CC=C(C(=O)N)C=C1